6-methyleneandrostene C=C1C[C@H]2[C@@H]3CC=C[C@@]3(C)CC[C@@H]2[C@]2(CCCCC12)C